ClC1=CC(=C(C=C1)C(CC)=O)C1=CC(=NC=C1OC)OC 1-(4-chloro-2-(2,5-dimethoxypyridin-4-yl)phenyl)propan-1-one